C1(CC1)(C(=O)[O-])C(=O)[O-] 1,1-cyclopropanedicarboxylate